BrC1=CSC=2N(C(=CC21)C(=NO)N)CC(F)(F)F 3-Bromo-N'-hydroxy-6-(2,2,2-trifluoroethyl)thieno[2,3-b]pyrrole-5-carboxamidine